COCC(C)(O)OC dimethoxyisopropanol